(8S)-N-(4-aminobutyl)-N-(1H-1,3-benzodiazol-2-ylmethyl)-5,6,7,8-tetrahydroquinolin-8-amine NCCCCN([C@H]1CCCC=2C=CC=NC12)CC1=NC2=C(N1)C=CC=C2